N[C@@](C)(C1=CC=C(C=C1)F)C=1C=NC(=NC1)N1CCN(CC1)C1=NC=NN2C1=CC(=C2)C=2C=NN(C2)[C@H]2[C@H](COC2)O (3R,4R)-4-(4-(4-(4-(5-((S)-1-Amino-1-(4-fluorophenyl)ethyl)pyrimidin-2-yl)piperazin-1-yl)pyrrolo[2,1-f][1,2,4]triazin-6-yl)-1H-pyrazol-1-yl)tetrahydrofuran-3-ol